N-[3-methyl-1-[5-methyl-2-[(1-methylimidazol-4-yl)amino]pyrimidin-4-yl]indol-5-yl]prop-2-enamide CC1=CN(C2=CC=C(C=C12)NC(C=C)=O)C1=NC(=NC=C1C)NC=1N=CN(C1)C